C1CCCC=2C(=CC=CC12)C(=O)O Tetralin-5-carboxylic acid